O[C@]1([C@H]2CC[C@@H](C1)N2C(=O)OC(C)(C)C)C(F)(F)F tert-Butyl (1R,2R,4S)-2-Hydroxy-2-(trifluoromethyl)-7-azabicyclo[2.2.1]heptane-7-carboxylate